2-(2,6-dichlorobenzamido)-3-(4-(3-(2,3-dihydro-1H-pyrrolo[2,3-b]pyridin-2-yl)propoxy)phenyl)propanoic acid ClC1=C(C(=O)NC(C(=O)O)CC2=CC=C(C=C2)OCCCC2CC=3C(=NC=CC3)N2)C(=CC=C1)Cl